IC=1CN(C=C(C1OC)I)C 3,5-diiodo-4-methoxyl-1-methylpyridin